(R)-4-Bromo-1-(4-((3-fluoropyrrolidin-1-yl)methyl)-2-methyl-6-(trifluoromethyl)phenyl)-1H-imidazole BrC=1N=CN(C1)C1=C(C=C(C=C1C(F)(F)F)CN1C[C@@H](CC1)F)C